tert-butyl (2R,5S)-4-(6-chloro-1-(2,4-diisopropyl-6-methylpyrimidin-5-yl)-7-(2-fluorophenyl)-2-oxo-1,2-dihydropyrido[2,3-d]pyrimidin-4-yl)-2,5-dimethylpiperazine-1-carboxylate ClC1=CC2=C(N(C(N=C2N2C[C@H](N(C[C@@H]2C)C(=O)OC(C)(C)C)C)=O)C=2C(=NC(=NC2C)C(C)C)C(C)C)N=C1C1=C(C=CC=C1)F